[4-(4-Chlorophenyl)imidazol-1-yl]-N-(4-pyridyl)acetamide ClC1=CC=C(C=C1)C=1N=CN(C1)CC(=O)NC1=CC=NC=C1